NC=1C=2N(C(=C(N1)C=1C=C(C#N)C=CC1)C1=CC=NC=C1)N=C(C2)Cl 3-(4-amino-2-chloro-7-(pyridin-4-yl)pyrazolo[1,5-a]pyrazin-6-yl)benzonitrile